BrC=1C(=NN(C1)C1=C(C=C(C=C1C)C)OCOC)[N+](=O)[O-] 4-bromo-1-[2-(methoxymethoxy)-4,6-dimethylphenyl]-3-nitro-1H-pyrazole